C1(=CC=CC=C1)S(=O)(=O)C1=C(C=C(C(=C1)C1=NC=CC=C1)S(=O)(=O)C1=CC=CC=C1)C1=CC=CC=C1 2',5'-bis(phenylsulfonyl)-4'-(pyridin-2-yl)-[1,1'-biphenyl]